Dinaphthylbis(propoxymethyl)silane C1(=CC=CC2=CC=CC=C12)[Si](COCCC)(COCCC)C1=CC=CC2=CC=CC=C12